NC1=C(C=C(S1)C(=O)OC)C#N methyl 5-amino-4-cyanothiophene-2-carboxylate